pentaerythritol tetra(ethylhexanoate) C(C)C(C(=O)OCC(COC(C(CCCC)CC)=O)(COC(C(CCCC)CC)=O)COC(C(CCCC)CC)=O)CCCC